2,2-difluoro-N-(3-(2-(2-hydroxyethoxy)-6-morpholinopyridin-4-yl)-4-methylphenyl)-6-azaspiro[3.4]octane-6-carboxamide FC1(CC2(C1)CN(CC2)C(=O)NC2=CC(=C(C=C2)C)C2=CC(=NC(=C2)N2CCOCC2)OCCO)F